2-{5-[(1R,4R,7R)-7-amino-2-azabicyclo[2.2.1]heptane-2-carbonyl]-7-methoxy-1-methyl-1H-1,3-benzodiazol-2-yl}-1-(cyclopropylmethyl)-N-(pyrimidin-5-yl)-1H-indol-6-amine N[C@H]1[C@@H]2N(C[C@H]1CC2)C(=O)C2=CC1=C(N(C(=N1)C=1N(C3=CC(=CC=C3C1)NC=1C=NC=NC1)CC1CC1)C)C(=C2)OC